CC=1N=C2N(C=C(C=C2C2=NOC=N2)C(=O)O)C1 2-methyl-8-(1,2,4-oxadiazol-3-yl)imidazo[1,2-a]pyridine-6-carboxylic acid